ClC=1C(=CC(=C(C(=O)NC2=CC(=CC=C2)C#N)C1)F)C(F)(F)F 5-chloro-N-(3-cyanophenyl)-2-fluoro-4-(trifluoromethyl)benzamide